tert-butyl N-[(2R)-1-[(6-bromoquinolin-4-yl)oxy]propan-2-yl]carbamate BrC=1C=C2C(=CC=NC2=CC1)OC[C@@H](C)NC(OC(C)(C)C)=O